C(C=C)COC1(O)C(C(O)(CC(O)(C1)OCCC=C)OCCC=C)CCO 1,3,5-triallylmethoxyphloroglucinolethanol